methyl (S)-2-((2-(4-(4-(1-carbamylcyclopropyl)-1H-imidazol-2-yl)-2,6-difluorophenyl)-7-methylimidazo[1,2-a]pyridin-3-yl)methyl)morpholine-4-carboxylate C(N)(=O)C1(CC1)C=1N=C(NC1)C1=CC(=C(C(=C1)F)C=1N=C2N(C=CC(=C2)C)C1C[C@H]1CN(CCO1)C(=O)OC)F